2-(4-((4-(ethoxymethyl)-4-phenethylpiperidin-1-yl)methyl)phenyl)-1,3,4-oxadiazole C(C)OCC1(CCN(CC1)CC1=CC=C(C=C1)C=1OC=NN1)CCC1=CC=CC=C1